CC1=C(N)C=CC(=C1)OC(F)(F)F 2-methyl-4-(trifluorometh-oxy)aniline